(2-hydroxy-3-fluoropyridin-5-yl)boronic acid OC1=NC=C(C=C1F)B(O)O